C(=O)[C@H]1C[C@H](CCC1)OC1=C(C=CC(=C1)C)S(=O)(=O)N1[C@@H](CCC1)C(=O)OC(C)(C)C |o1:2,4| tert-butyl ((2-(((1S*,3R*)-3-formylcyclohexyl)oxy)-4-methylphenyl)sulfonyl)-L-prolinate